4,5,6-Trihydroxy-3-methylphthalide OC1=C2C(OC(=O)C2=CC(=C1O)O)C